ethyl-N'-methyl-ethane-1,2-diamine C(C)C(CNC)N